methyl 4,5-bis(2-methoxyethoxy)-2-nitrobenzoate COCCOC1=CC(=C(C(=O)OC)C=C1OCCOC)[N+](=O)[O-]